tetraphenyl-tetraphenylpalladium C1(=CC=CC=C1)C=1C(=C(C(=C(C1)[Pd](C1=CC=CC=C1)(C1=CC=CC=C1)C1=CC=CC=C1)C1=CC=CC=C1)C1=CC=CC=C1)C1=CC=CC=C1